methyldi(trimethylsiloxy)methacryloxymethyl-silane C[Si](COC(C(=C)C)=O)(O[Si](C)(C)C)O[Si](C)(C)C